tert-butyl (S)-(1-cyano-2-(2-fluoro-4-(1-methyl-1H-indol-2-yl) phenyl)ethyl)carbamate C(#N)[C@H](CC1=C(C=C(C=C1)C=1N(C2=CC=CC=C2C1)C)F)NC(OC(C)(C)C)=O